4-(4-Methoxyphenyl)hexyl butanoate C(CCC)(=O)OCCCC(CC)C1=CC=C(C=C1)OC